C(#N)C=1C(=NC(=CC1C(F)(F)F)C(F)(F)F)NCC(=O)N(C=1C=CC2=C(C=C(O2)C)C1)C 2-((3-cyano-4,6-bis(trifluoromethyl)pyridin-2-yl)amino)-N-methyl-N-(2-methylbenzofuran-5-yl)acetamide